CCC1=C(C2=CC3=NC(=CC4=NC(=CC5=C(C(=C(N5)C=C1N2)CC)CC)C(=C4CC)CC)C(=C3CC)CC)CC octaethylporphine